C1(CCC1)C1N(CCC1N)C1=CC=C2C(=N1)OCC=1C=C(C=CC12)C1=CN=NC(=C1)OC cyclobutyl-1-[8-(6-methoxypyridazin-4-yl)-6H-isochromeno[3,4-b]pyridin-3-yl]pyrrolidin-3-amine